(2S)-1-[(2S)-2-(3,4,5-trimethoxyphenyl)butyryl]piperidine-2-carboxylic acid COC=1C=C(C=C(C1OC)OC)[C@@H](C(=O)N1[C@@H](CCCC1)C(=O)O)CC